(S)-(4-(benzo[d]oxazol-2-yl)-4,6-dihydropyrrolo[3,4-d]imidazol-5(1H)-yl)(1-methyl-1H-pyrazol-5-yl)methanone O1C(=NC2=C1C=CC=C2)[C@H]2N(CC=1NC=NC12)C(=O)C1=CC=NN1C